tert-Butyl 4-(6-((1R,2S)-2-(tert-butoxycarbonylamino)cyclohexylamino)-3-oxo-4-(m-tolylamino)-2,3-dihydro-1H-pyrrolo[3,4-c]pyridin-7-yl)-1H-pyrazole-1-carboxylate C(C)(C)(C)OC(=O)N[C@@H]1[C@@H](CCCC1)NC1=C(C2=C(C(=N1)NC=1C=C(C=CC1)C)C(NC2)=O)C=2C=NN(C2)C(=O)OC(C)(C)C